5-[4-amino-5-(trifluoromethyl)pyrrolo[2,1-f][1,2,4]triazin-7-yl]-N-[1-(3,3-difluorocyclobutanecarbonyl)-4-fluoropyrrolidin-3-yl]-2-methoxypyridine-3-carboxamide NC1=NC=NN2C1=C(C=C2C=2C=C(C(=NC2)OC)C(=O)NC2CN(CC2F)C(=O)C2CC(C2)(F)F)C(F)(F)F